C(C1=CC=CC=C1)OC1=CC(=C(C2=C1OCO2)[N+](=O)[O-])C(=O)OC methyl 7-benzyloxy-4-nitrobenzo[d][1,3]dioxole-5-carboxylate